(5-fluoro-1H-indol-2-yl)(4-(oxetan-3-yl)piperazin-1-yl)methanone FC=1C=C2C=C(NC2=CC1)C(=O)N1CCN(CC1)C1COC1